C1(=CC=CC=C1)C(CC(OCC1=CC=CC=C1)(C1=CC=CC=C1)C1=CC=CC=C1)Br triphenyl-[3-(phenylmethoxy)propyl] bromide